methyl methyl((S)-1-(((S)-2-(4-nitrophenyl)-1-(2-(thiophen-2-yl)thiazol-4-yl)ethyl)amino)-1-oxo-3-(pyridin-4-yl)propan-2-yl)carbamate CN(C(OC)=O)[C@H](C(=O)N[C@@H](CC1=CC=C(C=C1)[N+](=O)[O-])C=1N=C(SC1)C=1SC=CC1)CC1=CC=NC=C1